sulfuric acid phosphorite P(O)(O)O.S(O)(O)(=O)=O